2-hexyl isostearate C(CCCCCCCCCCCCCCC(C)C)(=O)OC(C)CCCC